(1S,2R)-N-(5-(4-chloro-1H-pyrrolo[2,3-b]pyridin-5-yl)pyrazolo[1,5-a]pyridin-2-yl)-2-fluorocyclopropane-1-carboxamide ClC1=C2C(=NC=C1C1=CC=3N(C=C1)N=C(C3)NC(=O)[C@H]3[C@@H](C3)F)NC=C2